methyl (2E)-2-{2-[({cyclopropyl[(4-methoxyphenyl)imino]methyl}sulphanyl)methyl]phenyl}-3-methoxyprop-2-enoate C1(CC1)C(=NC1=CC=C(C=C1)OC)SCC1=C(C=CC=C1)/C(/C(=O)OC)=C\OC